3-(4-tert-butylphenyl)-1-(4-methoxyphenyl)propane-1,3-dione C(C)(C)(C)C1=CC=C(C=C1)C(CC(=O)C1=CC=C(C=C1)OC)=O